4-((3R)-3-methyl-3-hydroxypiperidino)pyridine C[C@@]1(CN(CCC1)C1=CC=NC=C1)O